C(C)C=1C=C(OC2=CC=C(C=C2)CC)C=CC1N (4-(3-ethyl-4-aminophenoxy)phenyl)ethane